ClC1=CC=C(C(=N1)C(=O)NS(=O)(=O)C)N[C@H](C)C=1C=C(C=C2C(N(C(=NC12)C1CN(CCC1)C1=NC=C(C=N1)F)C)=O)C 6-chloro-3-(((1R)-1-(2-(1-(5-fluoropyrimidin-2-yl)piperidin-3-yl)-3,6-dimethyl-4-oxo-3,4-dihydroquinazolin-8-yl)ethyl)amino)-N-(methylsulfonyl)picolinamide